6-(8-((6-methoxypyridin-3-yl)sulfonyl)-8-azaspiro[4.5]decan-2-yl)-2-oxa-6-azaspiro[3.3]heptane COC1=CC=C(C=N1)S(=O)(=O)N1CCC2(CCC(C2)N2CC3(COC3)C2)CC1